BrC=1C2(C3=CC(=C(C=C3C1)C)C)CCC1(CC2)OCCO1 2''-bromo-5'',6''-dimethyldispiro[[1,3]dioxolane-2,1'-cyclohexane-4',1''-indene]